CCCCCCC/C=C/C(=O)O (2E)-decenoic acid